C=C(C(CC)O)CCCCC 4-methylenenonan-3-ol